1-chloro-4-ethynyl-2,3-difluorobenzene ClC1=C(C(=C(C=C1)C#C)F)F